1,3-bis(tert-butoxy)disiloxane C(C)(C)(C)O[SiH2]O[SiH2]OC(C)(C)C